(+/-)-trans-cyclopentane-1,2-diol [C@@H]1([C@@H](CCC1)O)O |r|